1-((4-(Tert-Butoxycarbonyl)phenyl)methylcarbamoyl)-5-(2-(methoxy)-N-methylacetamido)-3,4-dihydroisoquinoline-2(1H)-carboxylic acid tert-butyl ester C(C)(C)(C)OC(=O)N1C(C2=CC=CC(=C2CC1)N(C(COC)=O)C)C(NCC1=CC=C(C=C1)C(=O)OC(C)(C)C)=O